C(C)(C)(C)OC(=O)N1C[C@H](CCC1)NC(=O)C1=C(N=NC(=C1)C(F)(F)F)OC1=C(C=C(C=C1)F)OC (S)-3-(3-(4-fluoro-2-methoxyphenoxy)-6-(trifluoromethyl)pyridazine-4-carboxamido)piperidine-1-carboxylic acid tert-butyl ester